FCCCN1C[C@H](CC1)OC1=CC=C(C=C1)C1=C(CCCC2=C1C=CC(=C2)C(=O)O)C2=CC=C(C=C2)SC(F)(F)F 5-[4-[(3S)-1-(3-fluoropropyl)pyrrolidin-3-yl]oxyphenyl]-6-[4-(trifluoromethyl-sulfanyl)phenyl]-8,9-dihydro-7H-benzo[7]annulene-2-carboxylic acid